9-(piperidin-1-yl)nonan-1-amine N1(CCCCC1)CCCCCCCCCN